tert-butyl 3-bromo-5-(2-hydroxypropan-2-yl)benzoate BrC=1C=C(C(=O)OC(C)(C)C)C=C(C1)C(C)(C)O